N-[2-(6-cyano-2-pyridyl)-2-(1,3,5-trimethylpyrazol-4-yl)ethyl]-5-(3,5-difluoro-2-pyridyl)isoxazole-3-carboxamide C(#N)C1=CC=CC(=N1)C(CNC(=O)C1=NOC(=C1)C1=NC=C(C=C1F)F)C=1C(=NN(C1C)C)C